(3R,5R)-4-{2-[6-(azetidin-3-yl)-1-fluoro-3-methylimidazo[1,5-a]pyridin-8-yl]-5-fluorobenzoyl}-3,5-dimethylmorpholine N1CC(C1)C=1C=C(C=2N(C1)C(=NC2F)C)C2=C(C(=O)N1[C@@H](COC[C@H]1C)C)C=C(C=C2)F